C(CC)[Eu]C1C(=C(C(=C1C)C)C)C n-propyl-tetramethyl-cyclopentadienyl-europium